C(#N)C=1C=C(C=CC1)C=1N=C(SC1C1=CC(=NC(=C1)C)C)NC(=O)N1C(CNCC1)(C)C N-[4-(3-cyanophenyl)-5-(2,6-dimethyl-4-pyridinyl)thiazol-2-yl]-2,2-dimethyl-piperazine-1-carboxamide